methyl (1r,4R)-4'-fluoro-4-(3-chloroanilino)-2'-[(2R)-3-hydroxy-2-methylpropyl]spiro[cyclohexane-1,1'-indene]-4-carboxylate FC1=C2C=C(C3(C2=CC=C1)CCC(CC3)(C(=O)OC)NC3=CC(=CC=C3)Cl)C[C@H](CO)C